N/C(/NC)=N/C1=NC=C(C(=O)N(CC2=NC=C(C=C2)C(F)(F)F)C2COC3=C2C=CC(=C3)C=3C=NN(C3)C)C=C1 (Z)-6-((amino(methylamino)methylene)amino)-N-(6-(1-methyl-1H-pyrazol-4-yl)-2,3-dihydrobenzofuran-3-yl)-N-((5-(trifluoromethyl)pyridin-2-yl)methyl)nicotinamide